NC=1C=CC2=C(OCC3N2CCN(C3)C(=O)O)C1 8-amino-1,2,4a,5-tetrahydrobenzo[b]pyrazino[1,2-d][1,4]oxazine-3(4H)-carboxylic acid